F[C@@H](CC1=C(C(=O)N)C=CC=C1)[C@H](O)C1=CC=C(C=C1)F ((2S,3R)-2-fluoro-3-(4-fluorophenyl)-3-hydroxypropyl)benzamide